FC1=C(C=CC=C1)C1=CC=C(C=C1)CCCC1=NC(=NO1)C1=NC=CC=C1 5-(3-(2'-fluoro-[1,1'-biphenyl]-4-yl)propyl)-3-(pyridin-2-yl)-1,2,4-oxadiazole